tert-butyl (4-(3-(trifluoromethyl)-5,6,7,8-tetrahydro-1,6-naphthyridin-2-yl)butyl)carbamate FC(C=1C(=NC=2CCNCC2C1)CCCCNC(OC(C)(C)C)=O)(F)F